ClC1=NN2C(N=CC3=C2[C@](C[C@H]3C(=O)NC=3C=NC(=C(C3)C(F)F)N3N=CC=N3)(C(F)(F)F)C)=C1 (6R,8S)-2-chloro-N-(5-(difluoromethyl)-6-(2H-1,2,3-triazol-2-yl)pyridin-3-yl)-8-methyl-8-(trifluoromethyl)-7,8-dihydro-6H-cyclopenta[e]pyrazolo[1,5-a]pyrimidine-6-carboxamide